monosulfate calcium [Ca+2].S(=O)(=O)([O-])[O-]